[2-[5-(2-aminoethyl)pyrimidin-2-yl]-5-fluorophenyl]-(1-cyclobutylpyrazol-4-yl)methanone NCCC=1C=NC(=NC1)C1=C(C=C(C=C1)F)C(=O)C=1C=NN(C1)C1CCC1